1-(4-(4-amino-3-(4-phenoxyphenyl)-1H-pyrazolo[3,4-d]pyrimidin-1-yl)piperidin-1-yl)prop-2-en-1-one NC1=C2C(=NC=N1)N(N=C2C2=CC=C(C=C2)OC2=CC=CC=C2)C2CCN(CC2)C(C=C)=O